FC(OC1=CC=CC(=N1)N1CCNCC1)(F)F 1-(6-(Trifluoromethoxy)pyridin-2-yl)piperazine